FC=1C=C(CC=2C=CC(=NC2)NC(=O)C=2C=CC=3N(C2)C=NN3)C=C(C1)F N-(5-(3,5-difluorobenzyl)pyridin-2-yl)-[1,2,4]triazolo[4,3-a]pyridine-6-carboxamide